2-chloro-N-(2-cyclopropylethyl)-5-fluoropyrimidin-4-amine ClC1=NC=C(C(=N1)NCCC1CC1)F